5-{2-acetamidoimidazo[1,2-b]pyridazin-6-yl}-2-ethyl-N-[(1R)-1-[2-fluoro-5-(trifluoromethoxy)phenyl]ethyl]pyridine-3-carboxamide C(C)(=O)NC=1N=C2N(N=C(C=C2)C=2C=C(C(=NC2)CC)C(=O)N[C@H](C)C2=C(C=CC(=C2)OC(F)(F)F)F)C1